[Pd+2].CS(=O)(=O)[O-].CS(=O)(=O)[O-] methanesulfonate palladium(II)